BrC1=C(C=2C=CN(C2C(=C1)C)C)NC1=C(C(=CC=C1C)OC)C 5-bromo-N-(3-methoxy-2,6-dimethylphenyl)-1,7-dimethyl-1H-indol-4-amine